5-bromo-1-(tetrahydro-2H-pyran-2-yl)-1,2,4-triazole BrC1=NC=NN1C1OCCCC1